C1(=CC=CC=C1)C1(OC=2C(=NC(=C(C2)C(=O)O)C(=O)O)O1)C1=CC=CC=C1 2,2-diphenyl-2H-[1,3]dioxolo[4,5-b]pyridine-5,6-dicarboxylic acid